ClC1=CC=C(C=C1)C1(CC1)C(=O)NC1CN(CCC(C1)C)C#N 1-(4-chlorophenyl)-N-(1-cyano-5-methylazepan-3-yl)cyclopropane-1-carboxamide